FC=1C=C(C(=NC1)C(=O)NC(C(=O)O)CC)C(F)(F)F 2-(5-fluoro-3-(trifluoromethyl)picolinamido)butanoic acid